CC(C#C)NC(=O)C1=CC2=C(C=N1)CN(C2)C2=NOC(C2)(C(F)(F)F)C2=CC(=C(C(=C2)Cl)F)Cl N-(but-3-yn-2-yl)-2-(5-(3,5-dichloro-4-fluorophenyl)-5-(trifluoromethyl)-4,5-dihydroisoxazol-3-yl)-2,3-dihydro-1H-pyrrolo[3,4-c]pyridine-6-carboxamide